Cl.Cl.ClC=1C(=NC2=CC=C(C=C2C1)C1=NC=CC(=C1)CN)N1CCNCC1 [2-(3-Chloro-2-piperazin-1-yl-6-quinolinyl)-4-pyridinyl]methylamine dihydrochloride